ClC=1C(=NC(=NC1)NC1CCOCC1)C1=CC=C2CN(C(C2=C1)=O)CC(=O)N[C@H](CO)C1=CC=CC=C1 2-(6-{5-chloro-2-[(oxan-4-yl)amino]pyrimidin-4-yl}-1-oxo-2,3-dihydro-1H-isoindol-2-yl)-N-[(1S)-2-hydroxy-1-phenyl-ethyl]acetamide